ClC1=C(C(=NC=C1)N1C(C2=C(C=C(C=C2C=C1)C1CC1)F)=O)C=O 4-chloro-2-(6-cyclopropyl-8-fluoro-1-oxo-1,2-dihydroisoquinolin-2-yl)pyridine-3-carbaldehyde